dimethoxy-benzenedicarboxylic acid COC=1C(=C(C(=CC1)C(=O)O)C(=O)O)OC